2-hydroxyethyl 8-{[(4-chloro-2,6-dimethylphenyl) acetyl] amino}-1,4-dioxaspiro[4.5]decane-8-carboxylate ClC1=CC(=C(C(=C1)C)CC(=O)NC1(CCC2(OCCO2)CC1)C(=O)OCCO)C